7-((5-(4-cyclopropyl-4-hydroxypyridin-1-yl)pyridin-2-yl)amino)-4-(7-fluoroimidazo[1,2-a]pyridin-3-yl)isoindolin-1-one C1(CC1)C1(C=CN(C=C1)C=1C=CC(=NC1)NC=1C=CC(=C2CNC(C12)=O)C1=CN=C2N1C=CC(=C2)F)O